2-(3-(5-(tert-butoxycarbonyl)pentoxy)phenyl)acetic acid C(C)(C)(C)OC(=O)CCCCCOC=1C=C(C=CC1)CC(=O)O